N-[3-fluoro-4-[(7-methoxy-1,5-naphthyridin-4-yl)oxy]phenyl]-2-(4-fluoro-2-methylphenyl)-3-oxopyridazine-4-carboxamide FC=1C=C(C=CC1OC1=CC=NC2=CC(=CN=C12)OC)NC(=O)C=1C(N(N=CC1)C1=C(C=C(C=C1)F)C)=O